(6-((2-((2-methoxy-5-(1-methyl-1H-pyrazol-4-yl)-4-(4-methyl-piperazin-1-yl)phenyl)amino)thieno[2,3-d]pyrimidin-4-yl)amino)quinoxalin-5-yl)dimethyl-phosphine oxide COC1=C(C=C(C(=C1)N1CCN(CC1)C)C=1C=NN(C1)C)NC=1N=C(C2=C(N1)SC=C2)NC=2C(=C1N=CC=NC1=CC2)P(C)(C)=O